[B-]1(O[C@@]2([C@](O1)([C@H](CO2)O)O)C)(O)O The molecule is an organic anion that is a borate diester derived from a furanose and acts a universal signal molecule mediating intra- and interspecies communication among bacteria. It has a role as an autoinducer and a bacterial metabolite.